C(CC)(=O)[O-] n-propanate